[8-(dimethylamino)-1-naphthalenyl]dimethyl-amine CN(C=1C=CC=C2C=CC=C(C12)N(C)C)C